2-hydrazino-3-(trifluoromethyl)pyridine N(N)C1=NC=CC=C1C(F)(F)F